(4-(methylsulfonyl)phenyl)boronic acid CS(=O)(=O)C1=CC=C(C=C1)B(O)O